S1C2=C(C=C1C1=C(C(=NC(=N1)C1=CN(C3=NC=C(C=C31)F)S(=O)(=O)C3=CC=C(C)C=C3)NC3C(C1CCC3CC1)C(=O)OC)F)C=CC=C2 (+/-)-trans-methyl 3-((6-(benzo[b]thiophen-2-yl)-5-fluoro-2-(5-fluoro-1-tosyl-1H-pyrrolo[2,3-b]pyridin-3-yl)pyrimidin-4-yl)amino)bicyclo[2.2.2]octane-2-carboxylate